Cl.N1[C@@H](CCC1)CO (S)-pyrrolidin-2-ylmethanol hydrochloride